BrC=1C=C(C=C2N=C(C(=NC12)N1CCOCC1)C)C 4-(8-bromo-3,6-dimethyl-quinoxalin-2-yl)morpholine